FC([C@@](C(=O)Cl)(C1=CC=CC=C1)OC)(F)F (2R)-3,3,3-trifluoro-2-methoxy-2-phenyl-propanoyl chloride